(Z)-2-(2-t-Butoxycarbonylamino-4-thiazolyl)-2-pentenoic acid C(C)(C)(C)OC(=O)NC=1SC=C(N1)/C(/C(=O)O)=C/CC